2-bromo-5,6-bis(trifluoromethyl)quinoline BrC1=NC2=CC=C(C(=C2C=C1)C(F)(F)F)C(F)(F)F